N-((3aR,4R,7R,7aR)-4-(13-azido-2,5,8,11-tetraoxatridecyl)-2,2-dimethyltetrahydro-4H-[1,3]dioxolo[4,5-c]pyran-7-yl)acetamide N(=[N+]=[N-])CCOCCOCCOCCOC[C@H]1OC[C@H]([C@@H]2[C@H]1OC(O2)(C)C)NC(C)=O